tert-butyl (1-(4-benzylpiperazin-1-yl)-3-hydroxypropan-2-yl)carboxylate C(C1=CC=CC=C1)N1CCN(CC1)CC(CO)C(=O)OC(C)(C)C